(8endo)-3-(6-methylpyrimidin-4-yl)-3-azabicyclo[3.2.1]Octane-8-amine CC1=CC(=NC=N1)N1CC2CCC(C1)C2N